(S)-tert-butyl-4-((3-((1-(3-((3-oxo-2,9,12,15-tetraoxahenicosan-21-yl)oxy)phenyl)ethyl)carbamoyl)phenyl)amino)-4-(5-(pyridin-4-yl)-4H-1,2,4-triazol-3-yl)piperidine-1-carboxylate C(C)(C)(C)OC(=O)N1CCC(CC1)(C1=NN=C(N1)C1=CC=NC=C1)NC1=CC(=CC=C1)C(N[C@@H](C)C1=CC(=CC=C1)OCCCCCCOCCOCCOCCCCCC(OC)=O)=O